4,4'-dichlorodiphenyl diselenide C1=CC(=CC=C1Cl)[Se][Se]C2=CC=C(C=C2)Cl